NC1=NC=CC(=N1)C1=C(N=C(S1)C1=CC=C(C=C1)C1CCN(CC1)C(=O)C1CCN(CC1)C1=NC=C(C=C1)C1C(NC(CC1)=O)=O)C=1C(=C(C=CC1)C(CC)S(=O)(=O)N)F (3-(5-(2-aminopyrimidin-4-yl)-2-(4-(1-(1-(5-(2,6-dioxopiperidin-3-yl)pyridin-2-yl)piperidine-4-carbonyl)piperidin-4-yl)phenyl)thiazol-4-yl)-2-fluorophenyl)propane-1-sulfonamide